Cl.Cl.N[C@@H]1CN(C[C@@H](C1)C)C1=C(C=NC=C1)NC(=O)C=1C(=C(C(=CC1)F)C1=C(C=C(C=C1F)N1CCC1)F)F N-(4-((3S,5R)-3-amino-5-methylpiperidin-1-yl)pyridin-3-yl)-4'-(azetidin-1-yl)-2,2',6,6'-tetrafluoro-[1,1'-biphenyl]-3-carboxamide dihydrochloride